C(C)(=O)OC\C=C(\C)/CCC=C(C)C neryl acetate